FC1=C(C(=C(C(=C1[B-](C1=C(C(=C(C(=C1F)F)F)F)F)(C1=C(C(=C(C(=C1F)F)F)F)F)C1=C(C(=C(C(=C1F)F)F)F)F)F)F)F)F.C(C)(C)[NH2+]C(C)C di-(isopropyl)ammonium tetrakis(pentafluorophenyl)borate